(R)-4'-(4-acryloyl-1-(methylsulfonyl)piperazin-2-yl)-6'-chloro-N,6-dimethyl-[2,2'-bipyridine]-4-carboxamide C(C=C)(=O)N1C[C@H](N(CC1)S(=O)(=O)C)C1=CC(=NC(=C1)Cl)C1=NC(=CC(=C1)C(=O)NC)C